C(C)(C)(C)OC(=O)N[C@H](C(=O)N[C@H](C(=O)OC)CC1C(NC(C1)(C)C)=O)CC1CC1 methyl (2S)-2-[[(2S)-2-(tert-butoxycarbonylamino)-3-cyclopropyl-propanoyl] amino]-3-(5,5-dimethyl-2-oxo-pyrrolidin-3-yl)propanoate